N-(7-chloro-6-(4-(4-hydroxy-3-methyltetrahydrofuran-3-yl)piperazin-1-yl)isoquinolin-3-yl)-2-methyl-3-(pyridin-2-yl)cyclopropane-1-carboxamide ClC1=C(C=C2C=C(N=CC2=C1)NC(=O)C1C(C1C1=NC=CC=C1)C)N1CCN(CC1)C1(COCC1O)C